N1=NC=CC=CC=CC=CC=C1 diazacyclododecin